tert-Butyl (5-(2-(1,3-dioxolan-2-yl)pyridin-3-yl)-5-oxo-3-(trifluoromethyl)pentyl)carbamate O1C(OCC1)C1=NC=CC=C1C(CC(CCNC(OC(C)(C)C)=O)C(F)(F)F)=O